FC(C(=O)OC1CCCC1)F.P(=O)(O)(O)O phosphate-cyclopentyl difluoroacetate